N-{3-[4-(Dimethylamino)-6-phenylfuro[2,3-d]pyrimidin-5-yl]phenyl}prop-2-enamide CN(C=1C2=C(N=CN1)OC(=C2C=2C=C(C=CC2)NC(C=C)=O)C2=CC=CC=C2)C